tert-butyl (2S,4S)-4-(7-bromo-4-chloro-8-methyl-1H-[1,2,3]triazolo[4,5-c]quinolin-1-yl)-2-(2-(tert-butoxy)-2-oxoethyl)piperidine-1-carboxylate BrC=1C(=CC=2C3=C(C(=NC2C1)Cl)N=NN3[C@@H]3C[C@H](N(CC3)C(=O)OC(C)(C)C)CC(=O)OC(C)(C)C)C